9-[3-cyano-5-(5-methyl-1,3-thiazol-2-yl)phenoxy]-3-oxa-7-azabicyclo[3.3.1]nonane-7-carboxylic acid tert-butyl ester C(C)(C)(C)OC(=O)N1CC2COCC(C1)C2OC2=CC(=CC(=C2)C=2SC(=CN2)C)C#N